C1=CC=CC=2C3=CC=CC=C3C(C12)CO[NH-] 9-fluorenylmethoxyamide